(R)-3-((2H-spiro[benzofuran-3,4'-piperidin]-6-yl)oxy)piperidine-2,6-dione HCl salt Cl.N1CCC2(CC1)COC1=C2C=CC(=C1)O[C@H]1C(NC(CC1)=O)=O